[N+](=O)([O-])C(C(=O)[O-])CCCCCC\C=C/CCCCCCCC nitrooleate